C(C1=CC=CC=C1)NC1=NC(=NC=C1C)NC=1C=CC(=C(C(=O)OC)C1)Br methyl 5-((4-(benzylamino)-5-methylpyrimidin-2-yl) amino)-2-bromobenzoate